(R)-2-(4-fluoro-3-(trifluoromethyl)phenoxy)butanoic acid FC1=C(C=C(O[C@@H](C(=O)O)CC)C=C1)C(F)(F)F